CC=1SC(=C(C1C(=O)NC1CC2(CC(C2)C(=O)O)C1)CC1=CC=C(C=C1)C=1C=NN(C1)C)C 6-(2,5-dimethyl-4-(4-(1-methyl-1H-pyrazol-4-yl)benzyl)thiophene-3-carboxamido)spiro[3.3]heptane-2-carboxylic acid